N1[C@@H](CC1)CCNC(O[C@H]1[C@H](NC[C@@H]1O)CC1=CC=C(C=C1)OC(F)F)=O (2R,3S,4S)-2-{[4-(difluoromethoxy)phenyl]methyl}-4-hydroxypyrrolidin-3-yl N-{2-[(2S)-azetidin-2-yl]ethyl}carbamate